C(#N)C1=C(SC2=C1C(=NC=C2F)C=2C1=C(C=3C=NC(=NC3C2F)N2C[C@@H](CC2)N2C[C@H](CC2)O)COC1)NC(OC(C)(C)C)=O tert-Butyl (3-cyano-7-fluoro-4-(5-fluoro-3-((3S,3'R)-3-hydroxy-[1,3'-bipyrrolidin]-1'-yl)-7,9-dihydrofuro[3,4-f]quinazolin-6-yl)thieno[3,2-c]pyridin-2-yl)carbamate